S(O)(O)(=O)=O.C(#N)CC1(CN(C1)C1=CC(=C(C(=O)N[C@H](C(F)(F)F)C)C=C1F)F)N1N=CC(=C1)C=1C(=NNC1C)C 4-[3-(Cyanomethyl)-3-(3',5'-dimethyl-1H,1'H-4,4'-bipyrazol-1-yl)azetidin-1-yl]-2,5-difluoro-N-[(1S)-2,2,2-trifluoro-1-methylethyl]benzamide sulfuric acid salt